CC=1C(NC(NC1CN)=O)=O 5-methyl-aminomethyl-uracil